COCC1=NN2C(N=CC=C2C(=O)N[C@H]2COC3=C2C=CC(=C3F)F)=C1C(=O)N 2-(Methoxymethyl)-N7-[(3R)-6,7-difluoro-2,3-dihydrobenzofuran-3-yl]pyrazolo[1,5-a]pyrimidine-3,7-dicarboxamide